t-butylperoxy-3,5,5-trimethylhexanoic acid C(C)(C)(C)OOC(C(=O)O)C(CC(C)(C)C)C